OC/C=C/C(=O)N1CC2(C1)CN(CC2)C2=NC=1CC(CCC1C(=C2C#N)C2=C1C=NNC1=CC=C2C)(C)C 2-(2-((2E)-4-hydroxy-2-butenoyl)-2,6-diazaspiro[3.4]octan-6-yl)-7,7-dimethyl-4-(5-methyl-1H-indazol-4-yl)-5,6,7,8-tetrahydro-3-quinolinecarbonitrile